NC1=NN(C=2CN(CCC21)S(=O)(=O)C=2C=NC=CC2)C(=O)C2CCNC1=CC=C(C=C21)F (3-amino-6-(pyridin-3-ylsulfonyl)-4,5,6,7-tetrahydropyrazolo[3,4-c]pyridin-1-yl)(6-fluoro-1,2,3,4-tetrahydroquinolin-4-yl)methanone